5-bromo-2-cyclopropyl-isoindolin-1-one BrC=1C=C2CN(C(C2=CC1)=O)C1CC1